NC1=NC=C(C2=C1C=NN2)NC(C(N2[C@H](CC[C@@H](C2)C)C2=CC=NC=C2)=O)=O |&1:14| Racemic-N-(4-amino-1H-pyrazolo[4,3-c]pyridin-7-yl)-2-oxo-2-[(5S)-5-methyl-2-(4-pyridyl)-1-piperidyl]acetamide